C1=CC(=CC=C1C(F)(F)F)Cl 4-chloro-trifluoromethylbenzene